BrC1=CC=C(C=2CCOC21)C(C)C2=NC1=C(N2CC2(CC2)CF)C=C(C=C1)C(=O)OC Methyl 2-(1-(7-bromo-2,3-dihydrobenzofuran-4-yl)ethyl)-1-((1-(fluoromethyl)cyclopropyl)methyl)-1H-benzo[d]imidazole-6-carboxylate